ethyl 2-[[(3R)-3-amino-4-(tert-butoxycarbonylamino)butanoyl]amino]-4-methyl-thiazole-5-carboxylate N[C@H](CC(=O)NC=1SC(=C(N1)C)C(=O)OCC)CNC(=O)OC(C)(C)C